C=1NCC=C2C=C(C=CC12)C(=O)O isoquinoline-6(3H)-carboxylic acid